CC1(COCC1)NC1=NC(=CC=C1NC1COCC1)C(F)(F)F N2-(3-methyltetrahydrofuran-3-yl)-N3-tetrahydrofuran-3-yl-6-(trifluoromethyl)pyridine-2,3-diamine